CC1=NN2N=C(C=CC2=N1)C[C@@H]1CC[C@H](CC1)C(=O)[O-] trans-4-[(2-methyl-[1,2,4]triazolo[1,5-b]pyridazin-6-yl)methyl]cyclohexanecarboxylate